N-(2-Methoxy-6-(1-methyl-1H-1,2,3-triazol-5-yl)pyridin-3-yl)-5-methyl-3-phenylisoxazole-4-carboxamide COC1=NC(=CC=C1NC(=O)C=1C(=NOC1C)C1=CC=CC=C1)C1=CN=NN1C